lithium (2-(2-(2-methoxyethoxy) ethoxy) ethyl) monofluorophosphate P(=O)(OCCOCCOCCOC)([O-])F.[Li+]